C(C)OC(=O)C=1OC=CC1.O(C1=CC=CC=C1)C(=O)C=CC1=CC=CC=C1 phenoxycarbonyl-styrene Ethyl-Furanate